2-(3-(phenylmethyloxy)phenyl)propan-1-ol tert-butyl-7-[2-(2-chlorophenyl)-4,4-dimethyl-piperidine-1-carbonyl]-5,5-difluoro-2,7-diazaspiro[3.5]nonane-2-carboxylate C(C)(C)(C)C1N(CC12C(CN(CC2)C(=O)N2C(CC(CC2)(C)C)C2=C(C=CC=C2)Cl)(F)F)C(=O)OCC(C)C2=CC(=CC=C2)OCC2=CC=CC=C2